Cl.FC([C@@H]1[C@@](CNCC1)(C(=O)OC)C)F methyl (3S,4S)-4-(difluoromethyl)-3-methylpiperidine-3-carboxylate hydrochloride